4'-iodoacetanilide IC1=CC=C(NC(C)=O)C=C1